1-cyano-5-methyl-N-(5-phenylthiazol-2-yl)pyrrolidine-3-carboxamide C(#N)N1CC(CC1C)C(=O)NC=1SC(=CN1)C1=CC=CC=C1